2-[(2's,4r)-2'-fluoro-6-(1-fluoroethenyl)-1-oxospiro[3H-isoquinoline-4,1'-cyclopropane]-2-yl]-N-(5-fluoropyrimidin-2-yl)acetamide F[C@@H]1[C@@]2(C1)CN(C(C1=CC=C(C=C12)C(=C)F)=O)CC(=O)NC1=NC=C(C=N1)F